N1=CNC=2CNC(CC21)C(=O)O 4,5,6,7-tetrahydro-3H-imidazo[4,5-c]pyridine-6-carboxylic acid